C1(CCCCC1)[C@H](C)OC1=C(C(=O)NC2=C(C=C(C=C2)S(N)(=O)=O)C)C=C(C(=C1)N1N=C2N(CCCC2)C1=O)F 2-[(1S)-1-cyclohexylethoxy]-5-fluoro-N-(2-methyl-4-sulfamoylphenyl)-4-(3-oxo-5,6,7,8-tetrahydro[1,2,4]triazolo[4,3-a]pyridin-2(3H)-yl)benzamide